(5-chloronaphthalen-2-yl)boronic acid ClC1=C2C=CC(=CC2=CC=C1)B(O)O